N,N'-dimethylphenazine CN1C=2C=CC=CC2N(C2=CC=CC=C12)C